FC(C(=O)O)(F)F.CC(C)(C)[S@@](=O)N[C@H]1C2(CN3N=CC=C31)CCNCC2 (R)-2-methyl-N-((S)-4'H,6'H-spiro[piperidine-4,5'-pyrrolo[1,2-b]pyrazol]-4'-yl)propane-2-sulfinamide trifluoroacetate salt